FC(C(=O)O)(F)F.FC1=NC=C(C=C1)C1NOCC1 2-fluoro-5-(1,2-oxazolidin-3-yl)pyridine trifluoroacetate